FC=1C=C(C=NC1)[C@H](CNC(CC1CCC(CC1)NS(=O)(=O)C)(C)C)O N-((1S,4s)-4-(2-(((R)-2-(5-Fluoropyridin-3-yl)-2-hydroxyethyl)amino)-2-methylpropyl)cyclohexyl)methanesulfonamide